ClC1=CC=C(CN2CCC(CC2)NC(=O)NC2=CC(=CC=C2)C(F)(F)F)C=C1 1-(1-(4-chlorobenzyl)piperidin-4-yl)-3-(3-(trifluoromethyl)phenyl)urea